N-(1-(methoxymethyl)-3-(oxetan-3-yloxy)-1H-pyrazol-4-yl)carboxamide COCN1N=C(C(=C1)NC=O)OC1COC1